C(C)C1=C(C=C(C(=O)O)C=C1)S(NC1=C(C=CC(=C1)C1=NNC=C1)N1CCCCC1)(=O)=O 4-Ethyl-3-(N-(2-(piperidin-1-yl)-5-(pyrazol-3-yl)phenyl)sulfamoyl)benzoic acid